C12(CC(C1)C2)NC(=O)C2=CC1=C(C=N2)OC(=N1)C1=CC(=C(C(=C1)C(F)(F)F)F)O N-(Bicyclo[1.1.1]pentan-1-yl)-2-(4-fluoro-3-hydroxy-5-(trifluoromethyl)phenyl)oxazolo[5,4-c]pyridine-6-carboxamide